FC1=C(C=CC(=C1)C1=NC(=CN=C1)OC(C)C)NC(C(C)(C1=NC(=NC=C1)NS(=O)(=O)C)C)=O N-(2-fluoro-4-(6-isopropoxypyrazin-2-yl)phenyl)-2-methyl-2-(2-(methylsulfonamido)pyrimidin-4-yl)propanamide